6-azaspiro[3.4]octan C1CCC12CNCC2